1,3-diisoamyl-imidazole hexafluorophosphate F[P-](F)(F)(F)(F)F.C(CC(C)C)N1CN(C=C1)CCC(C)C